C(#C)C1CCN(CC1)C=1OC=CN1 2-(4-ethynylpiperidin-1-yl)oxazole